C(C=C)C1=CC=C2C(C=C(OC2=C1)C(=O)OC)=O methyl 7-allyl-4-oxo-4H-chromene-2-carboxylate